2,6-dimethyl-4-isopropylbenzyl alcohol CC1=C(CO)C(=CC(=C1)C(C)C)C